4-(6-methyl-7-oxo-4-(2-phenoxyphenyl)-6,7-dihydro-1H-pyrrolo[2,3-c]pyridine-2-carboxamido)butanoic acid CN1C(C2=C(C(=C1)C1=C(C=CC=C1)OC1=CC=CC=C1)C=C(N2)C(=O)NCCCC(=O)O)=O